tert-Butyl-2-(1-(4-(N'-hydroxycarbamimidoyl)phenyl)-3,5-dimethyl-1H-pyrazol-4-yl)acetate C(C)(C)(C)OC(CC=1C(=NN(C1C)C1=CC=C(C=C1)C(N)=NO)C)=O